2-(6-(((1R,2S,3S,5R)-2-fluoro-8-azabicyclo[3.2.1]oct-6-en-3-yl)oxy)pyridazin-3-yl)-5-(1H-imidazol-1-yl)phenol F[C@H]1[C@H]2C=C[C@@H](C[C@@H]1OC1=CC=C(N=N1)C1=C(C=C(C=C1)N1C=NC=C1)O)N2